3-Imidazo[1,2-a]pyridin-3-yl-propionic acid N=1C=C(N2C1C=CC=C2)CCC(=O)O